NCCCCCCCNC1=C(C(=O)NC)C=CC(=N1)C ((7-aminoheptyl)amino)-N,6-dimethylnicotinamide